Cl[Mg]CC(=C)C chloro(2-methylallyl)magnesium